FC1=C(C=C(C=C1)OC=1C(=C2C=CNC2=CC1F)C)C=1NC(=CN1)C1COC2=C(C=CC=C2C1)CCC(=O)OC Methyl 3-(3-(2-(2-fluoro-5-((6-fluoro-4-methyl-1H-indol-5-yl)oxy)phenyl)-1H-imidazol-5-yl)chroman-8-yl)propanoate